1-[(6-{3-azabicyclo[3.1.0]hexan-3-yl}-2-(trifluoromethyl)pyridin-3-yl)methyl]-1H-pyrazole-4-carboxylic acid, lithium salt [Li+].C12CN(CC2C1)C1=CC=C(C(=N1)C(F)(F)F)CN1N=CC(=C1)C(=O)[O-]